2-methoxymethyl-1,4-benzoquinone COCC=1C(C=CC(C1)=O)=O